6-(2,7-Dimethyl-2H-indazol-5-yl)-N-methyl-N-(2-methylpiperidin-4-yl)-1,3-benzothiazol-2-amin CN1N=C2C(=CC(=CC2=C1)C1=CC2=C(N=C(S2)N(C2CC(NCC2)C)C)C=C1)C